pyrrolo[3,2-C]pyridazine N1N=CC=C2C1=CC=N2